tert-butyl(2-(2-bromoethoxy)ethyl) carbamate C(N)(OCC(OCCBr)C(C)(C)C)=O